O1C=C(C=C1)C(=O)NC=1C=C2C(=CNC2=CC1)C1CCN(CC1)C(C)CC 5-(3-furoyl)amino-3-(1-(sec-butyl)piperidin-4-yl)-1H-indole